5-(3-(2,2-difluoroethyl)-2-methyl-3H-imidazo[4,5-b]pyridin-5-yl)-N-(2-methyl-2-azaspiro[3.5]nonan-7-yl)pyrrolo[2,1-f][1,2,4]triazin-2-amine FC(CN1C(=NC=2C1=NC(=CC2)C=2C=CN1N=C(N=CC12)NC1CCC2(CN(C2)C)CC1)C)F